C(C1=CC=CC=C1)OCC=1N(C(N(N1)C=1C=C2C(=NC(=NC2=CC1F)C1=C(C=CC=C1)C)C(C)C)=O)CC 5-((benzyloxy)methyl)-4-ethyl-2-(7-fluoro-4-isopropyl-2-(o-tolyl)quinazolin-6-yl)-2,4-dihydro-3H-1,2,4-triazol-3-one